BrC=1C=C([Se]C1)C(C)=O 1-(4-Bromoselenophen-2-yl)ethan-1-one